ClC1=CC=C(C=C1)C1=C(C=CC=C1)CN1CCN(CC1)CC=1C=C2CN(C(C2=CC1)=O)C1C(NC(CC1)=O)=O 3-(5-((4-((4'-chloro-[1,1'-biphenyl]-2-yl)methyl)piperazin-1-yl)methyl)-1-oxoisoindolin-2-yl)piperidine-2,6-dione